CC1(NC(CC(C1)NC=1N=NC=CN1)(C)C)C 3-[(2,2,6,6-tetramethylpiperidin-4-yl)amino]-1,2,4-triazin